S1C2=C(C=C1)C(=CC=C2)N2CCN(CC2)CCCCOC2=CC=C1C=CC(=NC1=C2)OCOC(CCCCCCCCCCCCCCCCCCC(=O)OCOC2=NC1=CC(=CC=C1C=C2)OCCCCN2CCN(CC2)C2=CC=CC=1SC=CC12)=O bis((7-(4-(4-(benzo[b]thiophen-4-yl)piperazin-1-yl)butoxy)quinolin-2-yloxy)methyl)icosanedioate